FC1=C2CC(CC2=CC=C1)NC1CC(C1)N[C@H]1CC(N(C1)C=1C=CC=2OCC(NC2N1)=O)=O 6-[(4S)-4-[[3-[(4-fluoro-2,3-dihydro-1H-inden-2-yl)amino]cyclobutyl]amino]-2-oxopyrrolidin-1-yl]-4H-pyrido[3,2-b][1,4]oxazin-3-one